n-propyl-isopropyl-phosphinic acid C(CC)P(O)(=O)C(C)C